OC1=C(C=CC=C1)C1=CC2=C(N=N1)C=C(N2C)N2CCN(CC2)C2=NC=C(C=N2)C2=NOC(=C2)C(C(=O)O)C(C)C 2-[3-(2-{4-[3-(2-hydroxyphenyl)-5-methylpyrrolo[3,2-c]pyridazin-6-yl]piperazin-1-yl}pyrimidin-5-yl)-1,2-oxazol-5-yl]-3-methylbutanoic acid